tert-Butyl (3R)-3-benzyl-4-((3-((tert-butoxycarbonyl)amino)tetrahydro-2H-pyran-4-yl)(methyl)amino)-4-oxobutanoate C(C1=CC=CC=C1)[C@H](CC(=O)OC(C)(C)C)C(=O)N(C)C1C(COCC1)NC(=O)OC(C)(C)C